4-((4-methoxy-5-(1-methyl-1H-1,2,4-triazol-3-yl)pyridin-3-yl)amino)-N-(methyl-d3)pyridazine-3-carboxamide COC1=C(C=NC=C1C1=NN(C=N1)C)NC1=C(N=NC=C1)C(=O)NC([2H])([2H])[2H]